CN(/C=C/C(=O)C1=NC=NC=C1C(=O)OCC)C ethyl (E)-4-(3-(dimethylamino)acryloyl)pyrimidine-5-carboxylate